C1(CC1)C1=NC=NC(=C1C=1N=CC2=C(N1)N(C(C=C2)=O)CC21CC(C2)(C1)C=1N(C=C(N1)C(F)(F)F)C(C)C)OC 2-(4-Cyclopropyl-6-methoxypyrimidin-5-yl)-8-((3-(1-isopropyl-4-(trifluoromethyl)-1H-imidazol-2-yl)bicyclo[1.1.1]pent-1-yl)methyl)pyrido[2,3-d]pyrimidin-7(8H)-one